CC=1C=CC=C2C=CC=C(C12)C1OC=C(C(C1)=O)C(=O)OC methyl 2-(8-methylnaphthalen-1-yl)-4-oxo-3,4-dihydro-2H-pyran-5-carboxylate